6-oxo-1,6-dihydropyrimidine-4-carboxylic acid O=C1C=C(N=CN1)C(=O)O